bipyridyl-5,5'-dimethanol N1=C(C=CC(=C1)CO)C1=NC=C(C=C1)CO